2,4-bis-(4'-hydroxyphenyl)-2-methylbutane OC1=CC=C(C=C1)C(C)(CCC1=CC=C(C=C1)O)C